4-(((6-(1-(tert-butoxycarbonyl)piperidin-4-yl)pyridin-2-yl)oxy)methyl)-5-fluoro-2-methylbenzoic acid C(C)(C)(C)OC(=O)N1CCC(CC1)C1=CC=CC(=N1)OCC1=CC(=C(C(=O)O)C=C1F)C